2-{[(tert-butoxycarbonyl)(methyl)amino]methyl}-4-[4-(1-{[5-(4-fluorophenoxy) pyridin-2-yl] carbamoyl} ethyl)-2,2-dimethylpiperazine-1-carbonyl]pyridin-1-ium-1-olate C(C)(C)(C)OC(=O)N(C)CC1=[N+](C=CC(=C1)C(=O)N1C(CN(CC1)C(C)C(NC1=NC=C(C=C1)OC1=CC=C(C=C1)F)=O)(C)C)[O-]